SC(CCC)(O)O Mercaptobutanediol